(R)-3-((4-hydroxy-1-(3-phenylbutanoyl)piperidin-4-yl)methyl)-6-(4-(pyridin-2-ylmethyl)piperazin-1-yl)pyrimidin-4(3H)-one OC1(CCN(CC1)C(C[C@@H](C)C1=CC=CC=C1)=O)CN1C=NC(=CC1=O)N1CCN(CC1)CC1=NC=CC=C1